C(C1=CC=CC=C1)SC1=CC=C(C=C1)NC(C(CC1=NC=CC=C1)NC(OC(C)(C)C)=O)=O tert-butyl 1-(4-(benzylthio)phenylamino)-1-oxo-3-(pyridin-2-yl)propan-2-ylcarbamate